(R)-4-(3-(4-Acryloylpiperazin-1-yl)azetidin-1-yl)-6-(4-chloro-2-methyl-1-oxa-8-azaspiro[4.5]dec-3-en-8-yl)-2-(trifluoromethyl)nicotinonitrile C(C=C)(=O)N1CCN(CC1)C1CN(C1)C1=CC(=NC(=C1C#N)C(F)(F)F)N1CCC2(C(=C[C@H](O2)C)Cl)CC1